O=C1NC(CCC1N1C(N(C2=C1C=CC(=C2)CCCOCCOCCNC(OC(C)(C)C)=O)C)=O)=O Tert-butyl N-[2-[2-[3-[1-(2,6-dioxo-3-piperidyl)-3-methyl-2-oxo-benzimidazol-5-yl]propoxy] ethoxy]ethyl]carbamate